CCCCCCCCCCCCCCCCC(C(=O)N[C@@H](COP(=O)([O-])OCC[N+](C)(C)C)[C@@H](/C=C/CCCCCCCCCC(C)C)O)O The molecule is an N-acyl-15-methylhexadecasphing-4-enine-1-phosphocholine in which the acyl group has 18 carbons and 0 double bonds and is 2-hydroxylated. It derives from a 15-methylhexadecasphing-4-enine.